COC1=C(C=C(C#N)C=C1)N1N=CC(=C1)C1=CN(C(C=C1C=1C=NC(=CC1)OC)=O)C 4-Methoxy-3-[4-(6-methoxy-1'-methyl-6'-oxo-1',6'-dihydro-[3,4']bipyridinyl-3'-yl)-pyrazol-1-yl]-benzonitrile